C(C)(C)N1C(=NN2C(C1=O)=NC=C2C=2C=NN(C2)C2OCCCC2)C=2SC=CC2 3-Isopropyl-7-(1-(tetrahydro-2H-pyran-2-yl)-1H-pyrazol-4-yl)-2-(thiophen-2-yl)imidazo[2,1-f][1,2,4]triazin-4(3H)-one